FC=1C(=NC(=C(C1)F)F)N1N=C(C=C1)N 1-(3,5,6-Trifluoropyridin-2-yl)-1H-pyrazol-3-amine